ClC=1C=C(C=CC1)N[C@H](CC(C)C)C(=O)N1[C@@H]2CC([C@H]([C@H]1C(=O)N[C@H](C[C@@H]1C(NCC1)=O)C#N)CC2)(F)F (1S,3S,4S)-2-((3-chlorophenyl)-D-leucyl)-N-((R)-1-cyano-2-((R)-2-oxopyrrolidin-3-yl)ethyl)-5,5-difluoro-2-azabicyclo[2.2.2]octane-3-carboxamide